O1C(CC1)CS(=O)(=O)[O-] oxetan-2-ylmethyl-sulfonate